P([O-])([O-])=O.P([O-])([O-])=O.[Mn+4] Manganese Bisphosphonate